S1C(=NC2=C1C=CC=C2)CN2CCN(CC2)C2=C(C(=O)NS(=O)(=O)CC)C=CC=C2 2-[4-(1,3-benzothiazol-2-yl-methyl)piperazin-1-yl]-N-ethylsulfonyl-benzamide